N-(5-bromo-2-(tetrahydro-2H-pyran-4-yl)benzyl)-N-methylethanamine BrC=1C=CC(=C(CN(CC)C)C1)C1CCOCC1